COC=1C=C(C=CC1OC)C(C(=O)O)C 3,4-dimethoxyphenylpropionic acid